6-fluoro-3-(piperazin-1-yl)benzo[d]isoxazole monohydrochloride Cl.FC1=CC2=C(C(=NO2)N2CCNCC2)C=C1